2'-deoxy-5,6-dihydro-5-azacytidine [C@@H]1(C[C@H](O)[C@@H](CO)O1)N1C(=O)N=C(N)NC1